C(C)N1C(=NC2=C1C=C(C=C2)OC2=CC=C(C=C2)C)CN[C@@H](C)C(=O)N (l)-N2-{[1-ethyl-6-(4-methylphenoxy)-1H-benzimidazol-2-yl]Methyl}-L-alaninamide